5-hydroxy-3-methyl-1-(2,3,6,7-tetrafluoro-9a,10-dihydroindeno[1,2-a]inden-4b(9H)-yl)-2,3-dihydro-1H-pyrido[2,1-f][1,2,4]triazine-4,6-dione OC=1C(C=CN2N(CN(C(C21)=O)C)C21C(CC3=CC(=C(C=C23)F)F)CC=2C=C(C(=CC21)F)F)=O